4-(2-chloropyridin-4-yl)morpholine ClC1=NC=CC(=C1)N1CCOCC1